N-(4-(1-(1-acryloylpiperidin-3-yl)-1H-1,2,3-triazol-4-yl)-2-methoxyphenyl)-6-(4-chloro-1H-pyrazol-5-yl)picolinamide C(C=C)(=O)N1CC(CCC1)N1N=NC(=C1)C1=CC(=C(C=C1)NC(C1=NC(=CC=C1)C1=C(C=NN1)Cl)=O)OC